(R)-1-((2R,5R)-2,5-diphenylphospholan-1-yl)propan-2-ol methyl-4-hydroxy-1-(1-methylcyclopropyl)-6-oxo-pyridine-3-carboxylate CC=1N(C(C=C(C1C(=O)O[C@@H](CP1[C@H](CC[C@@H]1C1=CC=CC=C1)C1=CC=CC=C1)C)O)=O)C1(CC1)C